tert-butyl (1r,4r)-4-((5-bromopyridin-2-yl)amino)cyclohexane-1-carboxylate BrC=1C=CC(=NC1)NC1CCC(CC1)C(=O)OC(C)(C)C